CC1=CC=C(C=C1)S(=O)(=O)OCCOCCF 2-(2-fluoroethoxy)ethyl 4-methylbenzenesulfonate